C(C=C)(=O)OC(CCCOC(C=C)=O)C methyl-1,4-butanediol diacrylate